tert-butyl {3-[{(1R)-1-[1-benzyl-4-(2,5-difluorophenyl)-1H-imidazol-2-yl]-2,2-dimethylpropyl}(glycoloyl)amino]-2-(sulfanylmethyl)propyl}carbamate C(C1=CC=CC=C1)N1C(=NC(=C1)C1=C(C=CC(=C1)F)F)[C@@H](C(C)(C)C)N(CC(CNC(OC(C)(C)C)=O)CS)C(CO)=O